(2S,3R,4S,5R)-4-(benzyloxy)-5-((benzyloxy)methyl)-2-methoxytetrahydrofuran-3-ol C(C1=CC=CC=C1)O[C@H]1[C@H]([C@H](O[C@@H]1COCC1=CC=CC=C1)OC)O